6-oxo-4-(trifluoromethyl)-1,6-dihydropyridine-3-carboxamide, trifluoroacetate salt FC(C(=O)O)(F)F.O=C1C=C(C(=CN1)C(=O)N)C(F)(F)F